(R)-Allyl 1-(4-chloro-3-((1-methoxy-1-oxopropan-2-yl)oxy)benzyl)-2,3-dimethyl-1H-indole-5-carboxylate ClC1=C(C=C(CN2C(=C(C3=CC(=CC=C23)C(=O)OCC=C)C)C)C=C1)O[C@@H](C(=O)OC)C